COC1=CC=CC(=C1)OC 1,5-Dimethoxybenzene